tert-butyl (6-(cyclopropylcarbamoyl)-7-hydroxy-4-neopentyl-5-oxo-4,5-dihydropyrazolo[1,5-a]pyrimidin-2-yl)carbamate C1(CC1)NC(=O)C=1C(N(C=2N(C1O)N=C(C2)NC(OC(C)(C)C)=O)CC(C)(C)C)=O